2-methylpropanoic acid (3S,6S,7R,8R)-8-benzyl-3-[({3-[(isobutyryloxy) methoxy]-4-methoxypyridin-2-yl} carbonyl) amino]-6-methyl-4,9-dioxo-1,5-dioxonon-7-yl ester C(C1=CC=CC=C1)[C@H]([C@H]([C@@H](C(C([C@H](CC=O)NC(=O)C1=NC=CC(=C1OCOC(C(C)C)=O)OC)=O)=O)C)OC(C(C)C)=O)C=O